2-(3-Chlorophenyl)-2-methyl-1-phenylpropyl((2S)-3-cyclohexyl-1-(((2S)-4-(cyclopropylamino)-3-hydroxy-4-oxo-1-((S)-2-oxopyrrolidin-3-yl)butan-2-yl)amino)-1-oxopropan-2-yl)carbamate ClC=1C=C(C=CC1)C(C(C1=CC=CC=C1)N(C([O-])=O)[C@H](C(=O)N[C@@H](C[C@H]1C(NCC1)=O)C(C(=O)NC1CC1)O)CC1CCCCC1)(C)C